N-{6-[(5-cyclopropyl-1H-pyrazol-3-yl)amino]-5-methoxy-1,2-benzoxazol-3-yl}-4-formyl-2,6-dimethoxybenzene-1-sulfonamide C1(CC1)C1=CC(=NN1)NC1=CC2=C(C(=NO2)NS(=O)(=O)C2=C(C=C(C=C2OC)C=O)OC)C=C1OC